FC(C(=O)[O-])(F)F.CN1CC2CCC(C1)[NH2+]2 3-methyl-3,8-diazabicyclo[3.2.1]octane-8-ium trifluoroacetate salt